ClC=1C=C2C(=CNC2=CC1)NC(NC1=CC=C(C=C1)NC(\C=C\C(=O)NCCCCCCNC1=C2C(N(C(C2=CC=C1)=O)C1C(NC(CC1)=O)=O)=O)=O)=O N1-(4-(3-(5-chloro-1H-indol-3-yl)ureido)phenyl)-N4-(6-((2-(2,6-dioxopiperidin-3-yl)-1,3-dioxoisoindolin-4-yl)amino)hexyl)fumaramide